O=C1NC2(CC(C2)C(=O)OC(C)(C)C)CO1 tert-butyl 6-oxo-7-oxa-5-azaspiro[3.4]octane-2-carboxylate